2,2,2-Trifluoroethylamine FC(CN)(F)F